2-(3-hydroxy-1-phenylpropyl)-4-methylphenol OCCC(C1=CC=CC=C1)C1=C(C=CC(=C1)C)O